3-(indolin-5-yl)-6-(6-methoxypyridin-3-yl)-1,4-dihydrothieno[2',3':4,5]cyclopenta[1,2-c]pyrazole N1CCC2=CC(=CC=C12)C=1C2=C(NN1)C1=C(C2)SC(=C1)C=1C=NC(=CC1)OC